2,6-dichloro-N-{[3-chloro-5-(trifluoromethyl)-2-pyridinyl]methyl}benzamide ClC1=C(C(=O)NCC2=NC=C(C=C2Cl)C(F)(F)F)C(=CC=C1)Cl